COC=1C=C2CCN(C(C2=CC1OCCC(=O)O)CCC1=CNC2=CC=C(C=C12)OC)C(=O)N1CCOCC1 3-((6-methoxy-1-(2-(5-methoxy-1H-indol-3-yl)ethyl)-2-(morpholin-4-carbonyl)-1,2,3,4-tetrahydroisoquinolin-7-yl)oxy)propionic acid